3,6-Bis(4-aminobutyl)-2,5-diketopiperazine hydrochloride Cl.NCCCCC1C(NC(C(N1)=O)CCCCN)=O